1-(4-(1-((2,4-diaminopyrimidin-5-yl)methyl)indolin-5-yl)phenoxy)-3-(pyrrolidin-1-yl)propan-2-ol triformate C(=O)O.C(=O)O.C(=O)O.NC1=NC=C(C(=N1)N)CN1CCC2=CC(=CC=C12)C1=CC=C(OCC(CN2CCCC2)O)C=C1